C(C)C1=CC=C(C=C1)C1=NOC=C1 3-(4-ethylphenyl)-isoxazole